7-Oxabicyclo[2.2.1]hept-5-ene-2-carbonitrile C12C(CC(C=C1)O2)C#N